C1(=CC=C(C=C1)NC=1C=C(C=NC1)C1=CC2=C(NC(O2)=O)C=C1)C 6-(5-(p-tolylamino)pyridin-3-yl)benzo[d]oxazol-2(3H)-one